2-((3-(2-hydroxyethoxy)-5-methoxyphenyl)amino)ethanone OCCOC=1C=C(C=C(C1)OC)NCC=O